(R)-6-(2-(3'-(tert-butyl)-[1,1'-biphenyl]-3-yl)-2-hydroxyacetyl)-2-(1-(4-isopropylthiophene-2-yl)cyclopropyl)-3,5,6,7,8,9-hexahydro-4H-pyrimido[5,4-c]azepin-4-one C(C)(C)(C)C=1C=C(C=CC1)C1=CC(=CC=C1)[C@H](C(=O)N1CC2=C(CCC1)N=C(NC2=O)C2(CC2)C=2SC=C(C2)C(C)C)O